NCCC(=O)N[C@H](CC1=CNC=N1)C(=O)O N-β-alanyl-D-histidine